tert-Butyl 3-(4-(((2-(3-((3-(3-cyanophenyl)-6-oxopyridazin-1(6H)-yl)methyl)phenyl)pyrimidine-5-yl)oxy)methyl)piperidin-1-yl)propanoate C(#N)C=1C=C(C=CC1)C1=NN(C(C=C1)=O)CC=1C=C(C=CC1)C1=NC=C(C=N1)OCC1CCN(CC1)CCC(=O)OC(C)(C)C